BrC=1C(=C(C=CC1F)N1N=C(N=C1CNC)C)F 1-(1-(3-bromo-2,4-difluorophenyl)-3-methyl-1H-1,2,4-triazol-5-yl)-N-methylmethylamine